C(C(C)C)C=1C=CC(=C(C1)N1CCN(CC1)CC=1N=NC=CC1)C=1N=NNN1 3-[[4-[5-isobutyl-2-(2H-tetrazol-5-yl)phenyl]piperazin-1-yl]methyl]pyridazine